(5R)-2-(5-Chloropyridin-3-yl)-5-methyl-6,7-dihydro-5H-pyrazolo[5,1-b][1,3]oxazine-3-carboxylic acid ClC=1C=C(C=NC1)C1=NN2C(O[C@@H](CC2)C)=C1C(=O)O